N[C@@H]1CC[C@H](CC1)C(=O)N(C[C@@H]1CC[C@H](CC1)C1=CC(=C(C=C1)OC)C)C1=CC(=CC=C1)C=1C=NN(C1)C1CC1 trans-4-amino-N-(3-(1-cyclopropyl-1H-pyrazol-4-yl)phenyl)-N-((trans-4-(4-methoxy-3-methylphenyl)cyclohexyl)methyl)cyclohexanecarboxamide